BrC1=CC(=NC=C1)[C@@H](C)O (R)-1-(4-bromopyridin-2-yl)ethan-1-ol